4-(tert-butoxycarbonyl-amino)butanoic acid C(C)(C)(C)OC(=O)NCCCC(=O)O